Cyclohexan-1,3-diamin C1(CC(CCC1)N)N